COCCOCCOCCOCCOCCC(C(=O)O)N.COCCOCCOCCOCCOCCC(C(=O)O)N (2,5,8,11,14-pentaoxahexadecan-16-yl 2-amino acetate) (2,5,8,11,14-pentaoxahexadecan-16-yl 2-aminoacetate)